C1(=CC=CC=C1)C1=CC2=C(C=C1)C=1SC3=C(C1S2)C=CC(=C3)C3=CC=CC=C3 2,7-diphenyl[1]benzothieno[3,2-b][1]benzothiophene